1,3-bis(tert-butoxycarbonyl)guanidine C(C)(C)(C)OC(=O)NC(=N)NC(=O)OC(C)(C)C